[Se]([Se]CCCN)CCCN 3,3'-diselanediylbis(propan-1-amine)